C1(CC1)C=1N=CC2=C(N1)CCN(C2)C(=O)[C@@H]2CC21CCN(CC1)C(=O)OC(C(F)(F)F)C(F)(F)F 1,1,1,3,3,3-Hexafluoropropan-2-yl (R)-1-(2-cyclopropyl-5,6,7,8-tetrahydropyrido[4,3-d]pyrimidin-6-carbonyl)-6-azaspiro[2.5]octan-6-carboxylat